C1(CCCCC1)[C@H](C)OC1=C(C(=O)NC2=C(C=C(C=C2)F)F)C=C(C(=C1)N1N=C2N(CCCC2)C1=O)F 2-[(1S)-1-cyclohexylethoxy]-N-(2,4-difluorophenyl)-5-fluoro-4-(3-oxo-5,6,7,8-tetrahydro[1,2,4]triazolo[4,3-a]pyridin-2(3H)-yl)benzamide